FC1=C(CCN2C(C3=CC=C(C=C3CC2)C2=C(C=CC=C2)C(F)(F)F)=O)C=CC=C1 2-(2-fluorophenethyl)-6-(2-(trifluoromethyl)phenyl)-3,4-dihydroisoquinolin-1(2H)-one